(E)-5-((4-(2-ethoxyvinyl)-6-fluoro-1H-indol-5-yl)oxy)-2-fluorobenzonitrile C(C)O/C=C/C1=C2C=CNC2=CC(=C1OC=1C=CC(=C(C#N)C1)F)F